methyl ether tricarbamate C(N)(O)=O.C(N)(O)=O.C(N)(O)=O.COC